(3S)-9-fluoro-5-(8-fluoro-3-quinolyl)-2,2,3-trimethyl-3H-1,4-benzoxazepine FC1=CC=CC=2C(=N[C@H](C(OC21)(C)C)C)C=2C=NC1=C(C=CC=C1C2)F